1'-METHYL-N-(1-METHYL-1H-INDAZOL-7-YL)-2'-OXO-1',2'-DIHYDRO-[2,4'-BIPYRIDINE]-5-SULFONAMIDE CN1C(C=C(C=C1)C1=NC=C(C=C1)S(=O)(=O)NC=1C=CC=C2C=NN(C12)C)=O